CCCCCCCCCCCCCCCCCCCCCCCCCCCCCCCCCCCC hexatricontane